5-{6-[2-(1-Cyano-naphthalen-2-yl)-ethylamino]-pyrimidin-4-yl}-3-ethoxy-thiophene C(#N)C1=C(C=CC2=CC=CC=C12)CCNC1=CC(=NC=N1)C1=CC(=CS1)OCC